FC1=C(C(=CC=C1C1=NNC2=CC=CC=C12)O)N1CC(NS1(=O)=O)=O 5-(2-fluoro-6-hydroxy-3-(1H-indazol-3-yl)phenyl)-1,2,5-thiadiazolidin-3-one 1,1-dioxide